C(=O)(O)C=1C(OC2=C(C(=C(C=C2C1)F)O)F)=O 3-Carboxy-6,8-difluoro-7-hydroxycumarin